C(C1=CC=CC=C1)NC(C1=NC=CC=C1Cl)=O N-benzyl-3-chloropicolinamide